CC1=NN2C(C(=CC=C2C)C=2C=3N(C(=NC2)NCC2=C(C=CC4=C2CCO4)F)C=NN3)=N1 8-(2,5-dimethyl-[1,2,4]triazolo[1,5-a]pyridin-8-yl)-N-((5-fluoro-2,3-dihydrobenzofuran-4-yl)methyl)-[1,2,4]triazolo[4,3-c]pyrimidin-5-amine